Rac-4-((5aR,6S,7S,8R,8aS)-3-chloro-7-((3,3-difluoroazetidin-1-yl)methyl)-8,8a-dihydroxy-1-methoxy-6-phenyl-6,7,8,8a-tetrahydro-5aH-cyclopenta[4,5]furo[3,2-c]pyridin-5a-yl)benzonitrile ClC1=CC2=C(C(=N1)OC)[C@]1([C@@](O2)([C@@H]([C@H]([C@H]1O)CN1CC(C1)(F)F)C1=CC=CC=C1)C1=CC=C(C#N)C=C1)O |r|